3-chloro-N-(3-((1r,3r)-3-cyano-1-((4-methyl-4H-1,2,4-triazol-3-yl)methyl)cyclobutyl)phenyl)-6-((((1-methylcyclopentyl)methyl)amino)methyl)imidazo[1,2-a]pyridine-8-carboxamide ClC1=CN=C2N1C=C(C=C2C(=O)NC2=CC(=CC=C2)C2(CC(C2)C#N)CC2=NN=CN2C)CNCC2(CCCC2)C